2-((1-(2,6-dioxopiperidin-3-yl)-3-methyl-2-oxo-2,3-dihydro-1H-benzo[d]imidazol-5-yl)oxy)acetic acid O=C1NC(CCC1N1C(N(C2=C1C=CC(=C2)OCC(=O)O)C)=O)=O